C1=CC=CC=2N(C3=C(C=CC21)C=CC=C3)C(=O)N3[C@H]2[C@H](N(C[C@@H]3CC2)C(N(C2=CC=CC=C2)C2=CC=CC=C2)=O)C(=O)O (1R,2S,5S)-8-(5H-dibenzo[b,f]azepine-5-carbonyl)-3-(diphenyl-carbamoyl)-3,8-diazabicyclo[3.2.1]octane-2-carboxylic acid